2-ethoxy-4-((tetrahydro-2H-pyran-4-yl)amino)benzoic acid C(C)OC1=C(C(=O)O)C=CC(=C1)NC1CCOCC1